C(C1=CC=C(C=C1)O)C1=CC=C(C=C1)O 4,4'-methanediyldiphenol